6-[3-[3-ethyl-1-(4-methyl-1,2,4-triazol-3-yl)cyclobutyl]phenyl]-2-[[(3S)-3-methyl-1-piperidinyl]methyl]-1-(p-tolylsulfonyl)-4-(trifluoromethyl)pyrrolo[2,3-c]pyridin-7-one C(C)C1CC(C1)(C1=NN=CN1C)C=1C=C(C=CC1)N1C(C2=C(C(=C1)C(F)(F)F)C=C(N2S(=O)(=O)C2=CC=C(C=C2)C)CN2C[C@H](CCC2)C)=O